2,6-Difluoro-3-(6-fluoro-3-methyl-5-(methyl(tetrahydro-2H-pyran-4-yl)amino)-1H-pyrazolo[4,3-b]pyridin-1-yl)-5-(trifluoromethyl)phenol FC1=C(C(=C(C=C1N1N=C(C2=NC(=C(C=C21)F)N(C2CCOCC2)C)C)C(F)(F)F)F)O